chlorobenzene (chlorobenzilate) ClC1=CC=C(C=C1)C(O)(C1=CC=C(Cl)C=C1)C(=O)OCC.ClC1=CC=CC=C1